C(C)OC(=O)C=1C(=NN(C1)C1CCC2(OCCO2)CC1)OCCCOCCOC 1-{1,4-dioxaspiro[4.5]dec-8-yl}-3-[3-(2-methoxyethoxy)propoxy]-1H-pyrazole-4-carboxylic acid ethyl ester